isopropyl (S)-2-((S)-3-(1H-indol-3-yl)-2-phenoxypropanamido)-6-diazo-5-oxohexanoate N1C=C(C2=CC=CC=C12)C[C@@H](C(=O)N[C@H](C(=O)OC(C)C)CCC(C=[N+]=[N-])=O)OC1=CC=CC=C1